N-(4-((2-(1,1-difluoroethyl)-6-methylpyrimidin-4-yl)amino)-5-(5-methylpyrimidin-2-yl)pyridin-2-yl)acetamide FC(C)(F)C1=NC(=CC(=N1)NC1=CC(=NC=C1C1=NC=C(C=N1)C)NC(C)=O)C